BrC=1C=2C=3C=C4C(=CC3C(C2C=CC1)(C)C)C=CC=C4 4-bromo-11,11-dimethylbenzo[b]fluorene